3-(4-((14-(4-(4-amino-3-(4-phenoxyphenyl)-1H-pyrazolo[3,4-d]pyrimidin-1-yl)piperidine-1-yl)-14-oxo-3,6,9,12-tetraoxatetradecyl)thio)-1-oxoisoindoline-2-yl)piperidine NC1=C2C(=NC=N1)N(N=C2C2=CC=C(C=C2)OC2=CC=CC=C2)C2CCN(CC2)C(COCCOCCOCCOCCSC2=C1CN(C(C1=CC=C2)=O)C2CNCCC2)=O